(R)-N-(4-(3-((5-bromopyrimidin-2-yl)amino)pyrrolidin-1-yl)quinazolin-7-yl)acrylamide BrC=1C=NC(=NC1)N[C@H]1CN(CC1)C1=NC=NC2=CC(=CC=C12)NC(C=C)=O